C(C)OC([C@H](CCCCCCCC1=NC=2NCCCC2C=C1)NC(=O)[C@H]1NCC[C@@H]1C)=O (S)-2-((2S,3S)-3-methylpyrrolidine-2-carboxamido)-9-(5,6,7,8-tetrahydro-1,8-naphthyridin-2-yl)nonanoic acid ethyl ester